1-[[4-[5-(trifluoromethyl)-1,2,4-oxadiazol-3-yl]phenyl]methyl]pyrrolo[3,2-b]pyridine-2-carbonitrile FC(C1=NC(=NO1)C1=CC=C(C=C1)CN1C(=CC2=NC=CC=C21)C#N)(F)F